NC1=NN2C(C(=CC(=C2)C2=CSC(=C2)C(=O)N[C@@H](C)C2=CC=C(C=C2)F)C(=O)N[C@H](CC)C)=N1 2-Amino-6-[5-[[[(1S)-1-(4-fluorophenyl)ethyl]amino]carbonyl]-3-thienyl]-N-[(1S)-1-methylpropyl][1,2,4]triazolo[1,5-a]pyridine-8-carboxamide